CCOC1=NC2=CC=CC(=C2N1CC3=CC=C(C=C3)C4=CC=CC=C4C5=NOC(=O)N5)C(=O)O The molecule is a benzimidazolecarboxylic acid that is benzimidazole-7-carboxylic acid substituted at position 2 by a methoxy group and at position 1 by a 2'-[(5-oxo-4,5-dihydro-1,2,4-oxadiazol-3-yl)biphenyl-4-yl]methyl group. Used (as the prodrug, azilsartan medoxomil) for treatment of hypertension. It has a role as an angiotensin receptor antagonist and an antihypertensive agent. It is a benzimidazolecarboxylic acid, a 1,2,4-oxadiazole and an aromatic ether.